OC1(CCN(CC1)C1=CC=CC=N1)C 6-(4-Hydroxy-4-methylpiperidin-1-yl)pyridin